2-{[(αr)-6-{6,8-dioxo-5,7-diazaspiro[3.4]oct-7-yl}spiro[3.3]heptane-2-yl]oxy}pyridine-3-carboxamide O=C1NC2(CCC2)C(N1C1CC2(CC(C2)OC2=NC=CC=C2C(=O)N)C1)=O